1-(5-(Methylamino)nicotinoyl)pyrrolidine-2-carbonitrile CNC=1C=NC=C(C(=O)N2C(CCC2)C#N)C1